1-{[(1S)-5-[2-(2-aminopyridin-3-yl)-5-phenylimidazo[4,5-b]pyridin-3-yl]-2,3-dihydro-1H-inden-1-yl]amino}-6-hydroxyisoquinoline-5-carbaldehyde NC1=NC=CC=C1C1=NC=2C(=NC(=CC2)C2=CC=CC=C2)N1C=1C=C2CC[C@@H](C2=CC1)NC1=NC=CC=2C(=C(C=CC12)O)C=O